8-bromo-9-fluoro-1-carbonyl-6,7-dihydro-1H,5H-pyrido[3,2,1-ij]quinoline-3-carboxylic acid methyl ester COC(=O)C=1N2C3=C(C(=C(C=C3C(C1)=C=O)F)Br)CCC2